COCOC Methylal